1-(5-(5-chloro-2-methoxypyridin-4-yl)-1H-pyrazole-3-carbonyl)-N-((3s,6r)-1-methyl-6-(trifluoromethyl)piperidin-3-yl)piperidine-4-carboxamide ClC=1C(=CC(=NC1)OC)C1=CC(=NN1)C(=O)N1CCC(CC1)C(=O)N[C@@H]1CN([C@H](CC1)C(F)(F)F)C